4,6-dimethoxy-2-phenoxycarbonyl-aminopyrimidine COC1=NC(=NC(=C1N)OC)C(=O)OC1=CC=CC=C1